ClC1=CC2=C(C(=N1)OCC)C(=NN2CCCC(=O)O)C2CC2 4-(6-chloro-3-cyclopropyl-4-ethoxy-1H-pyrazolo[4,3-c]pyridin-1-yl)butanoic acid